2-{([4-chloro-3-(4,4,5,5-tetramethyl-[1,3,2]dioxaborolan-2-yl)-benzoyl]-methyl-amino)-phenyl}-butyric acid tert-butyl ester C(C)(C)(C)OC(C(CC)C1=C(C=CC=C1)N(C)C(C1=CC(=C(C=C1)Cl)B1OC(C(O1)(C)C)(C)C)=O)=O